C(C)(C)N1N=NC2=C1C=CC(=C2)C=2C=NC(=NC2)C=2C=CC(=C(C#N)C2)NC(C)C 5-(5-(1-isopropyl-1H-benzo[d][1,2,3]triazol-5-yl)pyrimidin-2-yl)-2-(isopropylamino)benzonitrile